1,7-bis(acridine-9-yl)-n-heptane C1=CC=CC2=NC3=CC=CC=C3C(=C12)CCCCCCCC=1C2=CC=CC=C2N=C2C=CC=CC12